(trans-3-amino-3-(hydroxymethyl)cyclobutyl)((S)-1-(4-fluorophenyl)-3,4-dihydroisoquinolin-2(1H)-yl)methanone NC1(CC(C1)C(=O)N1[C@H](C2=CC=CC=C2CC1)C1=CC=C(C=C1)F)CO